OC1=CC=C2C=C(C(OC2=C1)=O)C=1SC=C(N1)C1=CC=CC=C1 7-Hydroxy-3-(4-phenyl-thiazol-2-yl)-chromen-2-one